1-[(2R)-7,7-difluoro-6-hydroxyhept-2-yl]-3a,6,6,9a,11a-Pentamethyl-2,3,3a,4,5,5a,6,7,8,9,9a,10,11,11a-tetradecahydro-1H-cyclopenta[1,2-a]phenanthrene FC(C(CCC[C@@H](C)C1CCC2(C1(CCC=1C3(CCCC(C3CCC21)(C)C)C)C)C)O)F